bis-[4-(hydroxyethoxy)phenyl]sulfide OCCOC1=CC=C(C=C1)SC1=CC=C(C=C1)OCCO